2,3-di((8Z,11Z)-heptadecan-8,11-dien-1-yl)-8-methyl-1,4-dioxa-8-azaspiro[4.5]decane C(CCCCCC\C=C/C\C=C/CCCCC)C1OC2(OC1CCCCCCC\C=C/C\C=C/CCCCC)CCN(CC2)C